C(C(O)C(O)C(=O)O)(=O)O (2R-3R)-tartaric acid